C1(=CC=C(C=C1)CNC1=C2N=CN(C2=NC(=N1)N[C@H]1CNCC1)C(C)C)C1=CC=CC=C1 (R)-N6-([1,1'-biphenyl]-4-ylmethyl)-9-isopropyl-N2-(pyrrolidin-3-yl)-9H-purine-2,6-diamine